NCC(=O)N1CCCC1 2-amino-1-pyrrolidino-ethanone